BrC1=C2C(=CN=C1Cl)NC(=C2)C(=O)N(C)[C@@H]2COCC=1NC(C=3C=C(C(=CC3C12)F)F)=O (S)-4-bromo-5-chloro-N-(8,9-difluoro-6-oxo-1,4,5,6-tetrahydro-2H-pyrano[3,4-c]isoquinolin-1-yl)-N-methyl-1H-pyrrolo[2,3-c]pyridine-2-carboxamide